bis(ethoxydimethylsilyl)-1,4-diethylbenzene C(C)O[Si](C)(C)C=1C(=C(C=CC1CC)CC)[Si](OCC)(C)C